(S)-3-(3-fluoro-4-(6-(2-cyclopropyl-2H-tetrazol-5-yl)pyridin-3-yl)phenyl)-5-(1-hydroxyethyl)oxazolidin-2-one phosphate P(=O)(O)(O)O.FC=1C=C(C=CC1C=1C=NC(=CC1)C=1N=NN(N1)C1CC1)N1C(O[C@@H](C1)C(C)O)=O